NC=1N=C(N(C(C1I)=O)C)N1CC2=C([C@H](CC1)N[S@](=O)C(C)(C)C)C=CC=C2 (R)-N-((S)-2-(4-amino-5-iodo-1-methyl-6-oxo-1,6-dihydropyrimidin-2-yl)-2,3,4,5-tetrahydro-1H-benzo[c]azepin-5-yl)-2-methylpropan-2-sulfinamide